(R)-N-(8,9-Difluoro-6-oxo-1,4,5,6-tetrahydro-2H-thiopyrano[3,4-c]isoquinolin-1-yl)-8-fluoro-N-methylindolizine-2-carboxamide FC=1C(=CC=2C3=C(NC(C2C1)=O)CSC[C@@H]3N(C(=O)C=3C=C1C(=CC=CN1C3)F)C)F